[S-2].[Ca+2].[Te+2].[S-2] tellurium Calcium sulfide